CN1C=NC(=C1)C=1C=C(C=CC1NCC1=CC=C(C=C1)C(F)(F)F)NC(C=C)=O N-(3-(1-Methyl-1H-imidazol-4-yl)-4-((4-(trifluoromethyl)benzyl)amino)phenyl)acrylamide